N-(7-(4-isopropylphenyl)-2,3-dihydrobenzofuran-5-yl)acetamide C(C)(C)C1=CC=C(C=C1)C1=CC(=CC=2CCOC21)NC(C)=O